C(CC)C=1C(NC(NC1)=S)=O 5-n-propyl-2-thiouracil